OC1=C(C=C(C=C1)/C=C/C(=O)C1=CC=C(C=C1)NC(=O)NC(C)C)[N+](=O)[O-] 1-[4-[(E)-3-(4-Hydroxy-3-nitrophenyl)prop-2-enoyl]phenyl]-3-propan-2-ylurea